(2-Cyclopropoxy-4-(dimethylphosphoryl)phenyl)carbamic acid tert-butyl ester C(C)(C)(C)OC(NC1=C(C=C(C=C1)P(=O)(C)C)OC1CC1)=O